BrC=1C=C(C=CC1)CC(=O)Cl 2-(3-bromophenyl)acetyl chloride